(2S,4R)-4-fluoro-N-[(S)-[6-fluoro-5-(1-methylcyclopropyl)pyridin-2-yl](phenyl)methyl]-1-[2-(1H-indol-2-yl)acetyl]pyrrolidine-2-carboxamide F[C@@H]1C[C@H](N(C1)C(CC=1NC2=CC=CC=C2C1)=O)C(=O)N[C@@H](C1=CC=CC=C1)C1=NC(=C(C=C1)C1(CC1)C)F